(R)-1-(2-benzylphenyl)ethane-1,2-diol C(C1=CC=CC=C1)C1=C(C=CC=C1)[C@H](CO)O